C1(CC1)S(=O)(=O)NC1CC=C(CC1)C1=C2C(=NC(=C1)NC(=O)C1CC1)NC=C2 N-(4-(4-(cyclopropylsulfonamido)cyclohex-1-en-1-yl)-1H-pyrrolo[2,3-b]pyridin-6-yl)cyclopropylcarboxamide